CC(CN)NC1COCC1 1-methyl-N1-(tetrahydrofuran-3-yl)ethane-1,2-diamine